Ethyl 5-chloro-2-ethyl-1-(3-methyl-5-(3,3,3-trifluoro-2,2-dimethylpropyl)pyridin-2-yl)-1H-imidazole-4-carboxylate ClC1=C(N=C(N1C1=NC=C(C=C1C)CC(C(F)(F)F)(C)C)CC)C(=O)OCC